N-METHYL-L-LEUCINE CN[C@@H](CC(C)C)C(=O)O